(3R,4R,5R)-3,4-bis(benzyloxy)-5-((benzyloxy)methyl)dihydrofuran C(C1=CC=CC=C1)O[C@@H]1COC(=C1OCC1=CC=CC=C1)COCC1=CC=CC=C1